ClC1=C(C=CC=C1)CC(=O)NC1=CC(=C(C=C1)OC1=C(C=CC=C1)OC)S(N)(=O)=O 2-(2-chlorophenyl)-N-[4-(2-methoxyphenoxy)-3-sulfamylphenyl]acetamide